C(C)OC(=C)C1=CN=C(C2=CN=NC=C21)N(C(OC(C)(C)C)=O)CC2=C(C=CC1=C2CCO1)F tert-butyl (8-(1-ethoxyvinyl)pyrido[3,4-d]pyridazin-5-yl)((5-fluoro-2,3-dihydrobenzofuran-4-yl)methyl)carbamate